CN(C1=CC=C(C=C1)C#CC=1C=CC=2C(N(C(C3=CC=CC1C23)=O)CC[N+](C)(C)C)=O)C 2-(6-((4-(dimethylamino)phenyl)ethynyl)-1,3-dioxo-1H-benzo[de]isoquinolin-2(3H)-yl)-N,N,N-trimethylethan-1-aminium